5-chloro-4-(6-fluoro-1H-indole-3-yl)pyrimidine ClC=1C(=NC=NC1)C1=CNC2=CC(=CC=C12)F